N-(3,5-dichlorobenzyl)acetamid ClC=1C=C(CNC(C)=O)C=C(C1)Cl